NC12CC3(CC(CC(C1)(C3)N)(C2)N)N 1,3,5,7-tetraamino-adamantane